O1C2=C(CCCC1)C=CC=C2 2,3,4,5-tetrahydrobenzo[b]oxepine